C1(=CC=CC=C1)C1CCC(CC1)C1=CC=C(C=C1)C=1SC=CN1 2-(4-(4-phenylcyclohexyl)phenyl)thiazole